FC(C(CCCCCC1=C(C(=C(C(=C1F)F)F)F)F)=O)(F)F 1,1,1-Trifluoro-7-(Perfluorophenyl)Heptan-2-on